hepta-2,5-diene CC=CCC=CC